5-methylbenzo[j]phenanthridin-6(5H)-one CN1C=2C=CC=CC2C2=CC3=C(C=C2C1=O)C=CC=C3